OC1(CC(C1)NC=1N=NC(=C2C1C=NC=C2)C2=C(C=C(C=C2)OC(F)(F)F)O)C 2-(4-(((1s,3s)-3-hydroxy-3-methylcyclobutyl)amino)pyrido[3,4-d]pyridazin-1-yl)-5-(trifluoromethoxy)phenol